CC=1C=C(C2=C(C=C(O2)CN2C(C3=CN=CC=C3CC2)=O)C1)C(=O)OC methyl 5-methyl-2-((1-oxo-3,4-dihydro-2,7-naphthyridin-2(1H)-yl)methyl)benzofuran-7-carboxylate